N-(4-(benzo[d]thiazol-2-yloxy)-3-methylphenyl)-3-methoxycyclobutane-1-carboxamide S1C(=NC2=C1C=CC=C2)OC2=C(C=C(C=C2)NC(=O)C2CC(C2)OC)C